O=C1NC(CCC1NC(=O)C1=CC(=CS1)CNC(OC(C)(C)C)=O)=O tert-butyl ((5-((2,6-dioxopiperidin-3-yl)carbamoyl)thiophen-3-yl)methyl)carbamate